N[C@H](C(=O)NCC(=O)NCC(=O)N)CCCCN (S)-2,6-diamino-N-(2-((2-amino-2-oxoethyl)amino)-2-oxoethyl)hexanamide